6-oxabicyclo[3.1.1]heptan C12CCCC(O1)C2